7-furo[3,2-g][1]benzopyranone C1=CC(=O)OC2=CC3=C(C=CO3)C=C21